(R)-1-isobutyl-N-(6-(5-methyl-1,3,4-thiadiazol-2-yl)isoquinolin-3-yl)piperidine-3-carboxamide C(C(C)C)N1C[C@@H](CCC1)C(=O)NC=1N=CC2=CC=C(C=C2C1)C=1SC(=NN1)C